CN(C)CC1CC(NC2=CC=CC=C12)=O 4-[(Dimethylamino)methyl]-1,2,3,4-tetrahydroquinolin-2-one